1-nonanol N,N-dipentylaminoacetate C(CCCC)N(CCCCC)CC(=O)OCCCCCCCCC